C(C)OC(=O)C1=C(NC2=CC=C(C=C12)Br)N 2-amino-5-bromo-1H-indole-3-carboxylic acid ethyl ester